C1(CC1)OC1=NC=CC=C1C=1C=NN2C1N=C(C=C2)N2CCN(CC2)C(=O)OC2(CNCC2)C (3-Methylpyrrolidin-3-yl) 4-[3-[2-(cyclopropoxy)-3-pyridyl]pyrazolo[1,5-a]pyrimidin-5-yl]piperazine-1-carboxylate